C1=CC=CC=2C=CC3=C(C=4C(O3)=C(C=CC4)N)C12 benzo[b]naphtho[1,2-d]furan-8-amine